C(C(=C)C)(=O)OCCN(C)CC1=CC=CC=C1 2-(benzylmethylamino)ethyl methacrylate